2-cyclopentyl-N3-(oxolan-3-yl)-6-(p-tolyl)pyridine-2,3-diamine C1(CCCC1)C1(NC(=CC=C1NC1COCC1)C1=CC=C(C=C1)C)N